CC=1C=CC=C2C=C(NC12)C(=O)N[C@@H](CC(=O)OC)C=1C=NC=CC1 methyl (S)-3-(7-methyl-1H-indole-2-carboxamido)-3-(pyridin-3-yl)propanoate